methyl 4-amino-3-chloro-6-[1-(2,2-dimethyl-propanoyl)-7-fluoro-1H-indol-6-yl]-5-fluoropyridine-2-carboxylate NC1=C(C(=NC(=C1F)C1=CC=C2C=CN(C2=C1F)C(C(C)(C)C)=O)C(=O)OC)Cl